C(O)(O)=O anti-carbonic acid